1-(2-hydroxyethyl)-3-(4-(2-(4-methoxyphenyl)but-3-yn-2-yl)thiazol-2-yl)-urea OCCNC(=O)NC=1SC=C(N1)C(C)(C#C)C1=CC=C(C=C1)OC